3-{1-[6-(azetidine-3-sulfonyl)imidazo[1,2-a]pyridin-3-yl]-1H-pyrazol-4-yl}-N-cyclopropyl-4-methylbenzamide N1CC(C1)S(=O)(=O)C=1C=CC=2N(C1)C(=CN2)N2N=CC(=C2)C=2C=C(C(=O)NC1CC1)C=CC2C